N-(5-cyano-2-phenoxyphenyl)methanesulfonamide C(#N)C=1C=CC(=C(C1)NS(=O)(=O)C)OC1=CC=CC=C1